5-((3-(2-(4-methylbenzoyl)-2-azaspiro[3.3]hept-6-yl)ureido)methyl)picolinamide CC1=CC=C(C(=O)N2CC3(C2)CC(C3)NC(NCC=3C=CC(=NC3)C(=O)N)=O)C=C1